C(C1=CC=CC=C1)OC(=O)N(CCNC(OC(C)(C)C)=O)CCOS(=O)(=O)C1=CC=C(C=C1)C tert-butyl N-(2-{[(benzyloxy)carbonyl]({2-[(4-methylbenzenesulfonyl)oxy]ethyl})amino}ethyl)carbamate